decafluorododecyne FC(C(C(C(C(C#CF)(F)F)(F)F)(F)F)(F)F)CCCCC